tert-butyl (S)-(2-oxo-1-(4-(trifluoromethyl)phenyl)cyclohexyl)carbamate O=C1[C@](CCCC1)(C1=CC=C(C=C1)C(F)(F)F)NC(OC(C)(C)C)=O